FC1=CC=C2C(=C(C(=NC2=C1)N1C(C2(CN(C2)C(C=C)=O)CC1)C)C)C1=C2C=NNC2=CC=C1C 1-(6-(7-fluoro-3-methyl-4-(5-methyl-1H-indazol-4-yl)-2-quinolinyl)-5-methyl-2,6-diazaspiro[3.4]octan-2-yl)-2-propen-1-one